diazanaphthalene N1=NC=CC2=CC=CC=C12